O1C(OCC1)=S 1,3-dioxolan-2-thione